C(C=C)(=O)N1C[C@H](CCC1)C1=CN(C=2C(=NNC(C21)=O)N)C2=CC=C(C=C2)OC2=C(C=CC=C2)F (R)-3-(1-Acryloylpiperidin-3-yl)-7-amino-1-(4-(2-fluorophenoxy)phenyl)-1,5-dihydro-4H-pyrrolo[2,3-d]pyridazin-4-on